tert-butyl (R)-(cyclopropylmethyl)(1-(6-(3-(4-(5-(dimethylamino)pyridin-3-yl)-1H-1,2,3-triazol-1-yl)oxetan-3-yl)pyridin-3-yl)piperidin-3-yl)carbamate C1(CC1)CN(C(OC(C)(C)C)=O)[C@H]1CN(CCC1)C=1C=NC(=CC1)C1(COC1)N1N=NC(=C1)C=1C=NC=C(C1)N(C)C